CN1C(C=C(C2=C1N=C(N=C2)NC2=CC=C(C=C2)N2CCN(CC2)C)C#C[Si](C(C)C)(C(C)C)C(C)C)=O 8-methyl-2-{[4-(4-methylpiperazin-1-yl)phenyl]amino}-5-[2-(triisopropylsilyl)ethynyl]pyrido[2,3-d]pyrimidin-7-one